C(#N)C1(CC1)C=1C=C(C(=NC1)NCC=1SC(=CC1C(=O)O)C(F)(F)F)S(=O)(=O)CC 2-[[[5-(1-cyanocyclopropyl)-3-ethylsulfonyl-2-pyridyl]amino]methyl]-5-(trifluoro-methyl)thiophene-3-carboxylic acid